6-(4-Chlorophenyl)-N-(2-hydroxy-2-methylpropyl)-2-(4-methylthiophen-3-yl)pyrimidin ClC1=CC=C(C=C1)C1=CC=NC(N1CC(C)(C)O)C1=CSC=C1C